C(CCCCCCCCCCCCCCC)(=O)NCCCC[C@H](N)C(=O)O N6-palmitoyl-lysine